2-chloro-3-(3,4-difluorobenzyl)-5-methyl-aniline 12-methyltridecanoate CC(CCCCCCCCCCC(=O)O)C.ClC1=C(N)C=C(C=C1CC1=CC(=C(C=C1)F)F)C